1,2-bis(2-fluorophenyl)disulfane (S)-ethyl-1-amino-2-(1-(tert-butoxycarbonyl)pyrrolidin-2-yl)-4-(4-((4-fluoropyridin-2-yl)carbamoyl)phenyl)-1H-imidazole-5-carboxylate C(C)OC(=O)C1=C(N=C(N1N)[C@H]1N(CCC1)C(=O)OC(C)(C)C)C1=CC=C(C=C1)C(NC1=NC=CC(=C1)F)=O.FC1=C(C=CC=C1)SSC1=C(C=CC=C1)F